C(C)(C)(C)OC(=O)NCCCCC(=O)OC methyl 5-((tert-butoxycarbonyl)amino)pentanoate